(3S,11aR)-7-((3-fluoro-4-((2-(trifluoromethyl)pyridin-4-yl)oxy)benzyl)oxy)-3,4-dihydro-1H,9H,11H-3,11a-methanopyrimido[6',1':2,3]imidazo[5,1-c][1,4]oxazin-9-one FC=1C=C(COC2=NC(N3C(N4[C@@]5(CO[C@H](C4)C5)C3)=C2)=O)C=CC1OC1=CC(=NC=C1)C(F)(F)F